NC=1C(=CC=2C=C3N(CCN(C3)C(CCOCC3NCC3)=O)C2N1)Cl 2-((3-(2-amino-3-chloro-8,9-dihydropyrido[3',2':4,5]pyrrolo[1,2-a]pyrazin-7(6H)-yl)-3-oxopropoxy)methyl)azetidin